methyl 5-((2-(2-((S)-2-((S)-2-amino-3-methylbutanamido)-3-methylbutanamido)ethoxy)ethyl)carbamoyl)-2-(2-(4-fluorophenyl)butanamido)-4-methylthiophene-3-carboxylate N[C@H](C(=O)N[C@H](C(=O)NCCOCCNC(=O)C1=C(C(=C(S1)NC(C(CC)C1=CC=C(C=C1)F)=O)C(=O)OC)C)C(C)C)C(C)C